NC1=NC=2C3=C(C(CC2C=N1)(C)C)C(=NN3)C(=O)NC3=CC=C(C=C3)CC(=O)O (4-{[(8-amino-4,4-dimethyl-4,5-dihydro-1H-pyrazolo[4,3-H]quinazolin-3-yl)carbonyl]amino}phenyl)acetic acid